C1C(CC12CCC2)OC=2C=CC(=NC2)C(C(=O)N)C (5-(spiro[3.3]heptan-2-yloxy)pyridin-2-yl)propanamide